4-(isocyanatomethyl)octamethylene diisocyanate N(=C=O)CC(CCCN=C=O)CCCCN=C=O